7-fluoro-5-(4,4,5,5-tetramethyl-1,3,2-dioxaborolan-2-yl)-1H-indazole FC=1C=C(C=C2C=NNC12)B1OC(C(O1)(C)C)(C)C